N-(1-(1,1-di(pyridin-2-yl)ethyl)-2-(7-hydroxy-1-methyl-1H-pyrrolo[2,3-c]pyridin-3-yl)-1H-benzo[d]imidazol-4-yl)ethanesulfonamide N1=C(C=CC=C1)C(C)(C1=NC=CC=C1)N1C(=NC2=C1C=CC=C2NS(=O)(=O)CC)C2=CN(C1=C(N=CC=C12)O)C